germyl-carbon [GeH3][C]